C1(=CC=CC=C1)COC(=O)N1C(CCCC1)COCCNC(=O)OC(C)(C)C [2-(tert-Butoxycarbonylamino)ethoxymethyl]Piperidine-1-carboxylic acid phenylmethyl ester